COC1=CC=C(C=CC2=C(N=NN2)C(=O)O)C=C1 5-(4-methoxystyryl)-1H-1,2,3-triazole-4-carboxylic acid